OC[C@H]1N(C[C@@H]([C@H]([C@@H]1O)O)O)CCCCCCNC1=C(C=C(C=C1)C1=NC=CN=C1)OC (2R,3R,4R,5S)-2-(hydroxymethyl)-1-(6-{[2-methoxy-4-(pyrazin-2-yl)phenyl]amino}hexyl)piperidine-3,4,5-triol